N1N=C(N=C1)C1=CC(=NC(=C1)C(F)(F)F)C(F)(F)F 4-(1H-1,2,4-triazol-3-yl)-2,6-bis(trifluoromethyl)pyridine